COC=1C(=C2C=CNC2=C(C1)C)CN1[C@@H](C[C@H](CC1)COC)C1=CC=C(C(=O)O)C=C1 4-((2S,4S)-1-((5-methoxy-7-methyl-1H-indol-4-yl)methyl)-4-(methoxymethyl)piperidin-2-yl)benzoic acid